C(C)N1CC=2C=NC(=CC2C1)NC1=CC(=NN1)CCC=1C=C(C=CC1C)C1=C(C(=O)N)C=CC=C1C(F)(F)F (3-(2-(5-((2-ethyl-2,3-dihydro-1H-pyrrolo[3,4-c]pyridin-6-yl)amino)-1H-pyrazol-3-yl)ethyl)-4-methylphenyl)-3-(trifluoromethyl)benzamide